di-1-propanol 2,5-furandicarboxylate O1C(=CC=C1C(=O)O)C(=O)O.C(CC)O.C(CC)O